C1N(CC2=CC=CC=C12)CC1=CC(=C2CN(C(C2=C1)=O)C1=CC(=CC=C1)C1(COC1)CC1=NN=CN1C)C(F)(F)F 6-(isoindolin-2-ylmethyl)-2-(3-(3-((4-methyl-4H-1,2,4-triazol-3-yl)methyl)oxetan-3-yl)phenyl)-4-(trifluoromethyl)isoindolin-1-one